tert-butyl (3-bromo-4-((1R,3S)-1-((tert-butoxycarbonyl)amino)-5-azaspiro[2.4]heptan-5-yl)-5-chloro-6-fluoro-9H-pyrido[2,3-b]indol-8-yl)(methyl)carbamate BrC1=C(C2=C(NC3=C(C=C(C(=C23)Cl)F)N(C(OC(C)(C)C)=O)C)N=C1)N1C[C@@]2(C[C@H]2NC(=O)OC(C)(C)C)CC1